((5-bromo-2-methylpyridin-3-yl)methyl)thietane 1,1-dioxide BrC=1C=C(C(=NC1)C)CC1S(CC1)(=O)=O